C[C@@H]1CCN2N=CC(C3=NNC=4C=CC(O[C@@H](CCO1)C)=CC34)=N2 (8R,12R)-8,12-dimethyl-9,13-dioxa-4,5,18,19,22-pentaazatetracyclo[12.5.2.12,5.017,20]docosa-1(19),2(22),3,14(21),15,17(20)-hexaene